FC1(CCN(CC1)C1=C(C(=NC=2N1N=CN2)C)CC2=CC=C(C=C2)[SH2](=O)C=N)F (4-{[7-(4,4-difluoropiperidin-1-yl)-5-methyl-[1,2,4]triazolo[1,5-a]pyrimidin-6-yl]methyl}phenyl)(imino)methyl-λ6-sulfanone